3-[2-Methoxy-4-(trifluoromethyl)phenyl]-4-methyl-6-(3-piperidylamino)-1,2,4-triazin-5(4H)-one COC1=C(C=CC(=C1)C(F)(F)F)C1=NN=C(C(N1C)=O)NC1CNCCC1